2-(2-cyano-2-(4-isopropyl-9H-thioxanthen-9-ylidene)acetamido)ethyl methacrylate C(C(=C)C)(=O)OCCNC(C(=C1C2=CC=CC=C2SC=2C(=CC=CC12)C(C)C)C#N)=O